1-methyl-3-(4-hydroxybenzylidene)-5-(3-indolylmethylene)-piperidin-4-one CN1CC(C(C(C1)=CC1=CNC2=CC=CC=C12)=O)=CC1=CC=C(C=C1)O